O1COC2=C1C=CC(=C2)C=2OC(=C(N2)CN2CCC1(CC2)CCC2=CC=CC=C21)C 2-(benzo[d][1,3]dioxol-5-yl)-4-((2,3-dihydrospiro[indene-1,4'-piperidin]-1'-yl)methyl)-5-methyloxazole